nickel-cobalt lithium manganite [Mn](=O)([O-])[O-].[Li+].[Co+2].[Ni+2]